N1(CCC(CC1)N1N=C2C=C(C(=CC2=C1)NC(=O)C=1C(N(C=CC1)C1CC1)=O)C(C)(C)O)C1CCNCC1 N-(2-([1,4'-bipiperidin]-4-yl)-6-(2-hydroxypropan-2-yl)-2H-indazol-5-yl)-1-cyclopropyl-2-oxo-1,2-dihydropyridine-3-carboxamide